NC=1C=2N(C=C(N1)C1=C(C(=CC=C1)C#N)F)N=C(N2)CC2=C(C=CC=C2F)C=2C=NN(C2)CC(=O)N (4-(2-((8-amino-6-(3-cyano-2-fluorophenyl)-[1,2,4]triazolo[1,5-a]pyrazin-2-yl)methyl)-3-fluorophenyl)-1H-pyrazol-1-yl)acetamide